(2S)-2'-chloro-2-ethynyl-4',5'-dihydrospiro[piperidine-4,7'-thieno[2,3-c]pyran] ClC1=CC2=C(C3(OCC2)C[C@H](NCC3)C#C)S1